BrC1=NC=C(C(=C1)[N+](=O)[O-])Br 2,5-dibromo-4-nitropyridine